Ethyl (S)-1-((R)-2-methyl-3-(2-oxo-4-(o-tolyl)-2H-chromen-7-yl)propanoyl)piperidine-3-carboxylate C[C@@H](C(=O)N1C[C@H](CCC1)C(=O)OCC)CC1=CC=C2C(=CC(OC2=C1)=O)C1=C(C=CC=C1)C